4-butyryloxy-N-ethyl-N-methyltryptamine C(CCC)(=O)OC=1C=CC=C2NC=C(CCN(C)CC)C12